stearic acid potassium salt [K+].C(CCCCCCCCCCCCCCCCC)(=O)[O-]